ClC1=C(C(=O)NS(=O)(=O)C2=CN=C(S2)C)C=CC(=C1)C#N 2-Chloro-4-cyano-N-((2-methylthiazol-5-yl)sulfonyl)benzamide